Cl.FC1=CC=C(C=C1)[C@@H]1N(CCC2=CC=CC=C12)C(CCC12CC(C1)(C2)NC)=O (S)-1-(1-(4-fluorophenyl)-3,4-dihydroisoquinolin-2(1H)-yl)-3-(3-(methylamino)bicyclo[1.1.1]pentan-1-yl)propan-1-one hydrochloride